5-Fluoro-2,2-dimethyl-4a-(m-tolyl)-1,2,4,4a-tetrahydro-3H-pyrimido[1,2-a]quinolin-3-one FC=1C2(N(C3=CC=CC=C3C1)CC(C(N2)=O)(C)C)C=2C=C(C=CC2)C